Benzyl 5-(1-ethyl-1H-1,2,3-triazol-4-yl)-3-(3-(((R)-2-ethyl-2,3-dihydropyrido[2,3-f][1,4]oxazepin-4(5H)-yl)methyl)-4-methylphenyl)-2,2-dimethylpentanoate C(C)N1N=NC(=C1)CCC(C(C(=O)OCC1=CC=CC=C1)(C)C)C1=CC(=C(C=C1)C)CN1C[C@H](OC2=C(C1)N=CC=C2)CC